ClC1=C(C(=CC=C1)O[C@H]1CN(CC1)C(C)C)NC(=O)N1CCC(CC1)(C)C1=NOC(=N1)C1CC1 |r| Rac-N-(2-chloro-6-{[1-(propan-2-yl)pyrrolidin-3-yl]oxy}phenyl)-4-(5-cyclopropyl-1,2,4-oxadiazol-3-yl)-4-methylpiperidine-1-carboxamide